hexakis(trimethylsilyl)benzene C[Si](C)(C)C1=C(C(=C(C(=C1[Si](C)(C)C)[Si](C)(C)C)[Si](C)(C)C)[Si](C)(C)C)[Si](C)(C)C